C(C)(=O)NC1=CC(=C(C=C1)C1=NN(C2=CC=C(C=C12)C(=O)NC1=CC=C(C=C1)OC)C)C 3-(4-Acetamido-2-methylphenyl)-N-(4-methoxyphenyl)-1-methyl-1H-indazole-5-carboxamide